(E)-N-(1-(1H-imidazol-1-yl)-3-phenylpropane-2-yl)-3-(naphthalen-1-yl)acrylamide N1(C=NC=C1)CC(CC1=CC=CC=C1)NC(\C=C\C1=CC=CC2=CC=CC=C12)=O